3-(2-fluoropyridin-4-yl)-5-hydroxy-7-oxabicyclo[2.2.1]heptane-2-carboxamide FC1=NC=CC(=C1)C1C(C2CC(C1O2)O)C(=O)N